OC=1NC2N(C(C1)=O)N=C(S2)C2CCN(CC2)C(=O)OCC2=CC=CC=C2 benzyl 4-(7-hydroxy-5-oxo-8,8a-dihydro-[1,3,4]thiadiazolo[3,2-a]pyrimidin-2-yl)piperidine-1-carboxylate